NC1=NC=CC=C1C1=NC=2C(=NC(=CC2)OC(F)(F)F)N1C1=CC=C(CN2CCC(CC2)NC2=NC(=NC=C2)C#N)C=C1 4-((1-(4-(2-(2-Aminopyridin-3-yl)-5-(trifluoromethoxy)-3H-imidazo[4,5-b]pyridin-3-yl)benzyl)piperidin-4-yl)amino)pyrimidine-2-carbonitrile